NC1=C2NC(N(C2=NC(=N1)SCC)CC1=CC=C(C=C1)F)=O 6-amino-2-ethylsulfanyl-9-[(4-fluorophenyl)methyl]-7H-purin-8-one